8-[6-(1-acetylpiperidin-4-yl)-7-difluoromethyl-3,4-dihydro-2H-quinolin-1-yl]-3-fluoro-[1,7]naphthyridine-6-carboxylic acid methylamide CNC(=O)C=1C=C2C=C(C=NC2=C(N1)N1CCCC2=CC(=C(C=C12)C(F)F)C1CCN(CC1)C(C)=O)F